diphenylphosphorus phthalate C(C=1C(C(=O)[O-])=CC=CC1)(=O)[O-].C1(=CC=CC=C1)[P+]C1=CC=CC=C1.C1(=CC=CC=C1)[P+]C1=CC=CC=C1